CN1N=CC2=CC(=CC=C12)C1=CC=C(CN(C(C2=CC=CC=C2)=O)C=2C=C(C=CC2)/C=C/C(=O)OC)C=C1 methyl (E)-3-(3-(N-(4-(1-methyl-1H-indazol-5-yl)benzyl)benzamido)phenyl)acrylate